NC1=C2C(=NC=C1NC(CCCC)=O)C=CS2 N-(7-Aminothieno[3,2-b]pyridin-6-yl)pentanamide